Decan-9-ol CCCCCCCCC(C)O